2-(3-(2-hydroxy-2-methylpropyl)phenyl)butanal OC(CC=1C=C(C=CC1)C(C=O)CC)(C)C